CC=1OC(=CC1C(=O)N1CCC(CC1)N1CC(C1)(N1N=CC(=C1)C=1C2=C(N=CN1)NC=C2)CC#N)C {1-[1-(2,5-dimethyl-3-furoyl)piperidin-4-yl]-3-[4-(7H-pyrrolo[2,3-d]pyrimidin-4-yl)-1H-pyrazol-1-yl]azetidin-3-yl}acetonitrile